7-bromo-N-(4-(chlorodifluoromethoxy)phenyl)-1,1,2-trimethyl-3-oxoisoindoline-5-carboxamide BrC=1C=C(C=C2C(N(C(C12)(C)C)C)=O)C(=O)NC1=CC=C(C=C1)OC(F)(F)Cl